CC=1C(=NOC1C)NS(=O)(=O)C=1C(=CC=CC1)C1=C(C=CC=C1)COC[2H] N-(4,5-Dimethylisoxazol-3-yl)-2'-(deuteromethoxymethyl)-[1,1'-biphenyl]-2-sulfonamide